BrC=1C=C(C(=NC1)N1CC(C1)OC1OCCCC1)F 5-bromo-3-fluoro-2-{3-[(tetrahydropyran-2-yl)oxy]azetidin-1-yl}pyridine